ClC=1C(=NC=CC1C(F)(F)F)[Si](C)(C)C 3-chloro-4-(trifluoromethyl)-2-(trimethylsilyl)pyridine